C(C=C)(=O)N1CCN(CC1)C1(CCOCC1)C1=CC=C(C=C1)[C@H](C)NC=1N=C(C2=C(N1)N(C(C=C2)=O)C(C)C)N 2-{[(1S)-1-{4-[4-(4-acryloylpiperazin-1-yl)tetrahydro-2H-pyran-4-yl]phenyl}ethyl]amino}-4-amino-8-(propan-2-yl)pyrido[2,3-d]pyrimidin-7(8H)-on